C(=O)C=1C=C(C(=NC1)N1C[C@@H](N(CC1)C(=O)OC(C)(C)C)C)C tert-butyl (S)-4-(5-formyl-3-methylpyridin-2-yl)-2-methylpiperazine-1-carboxylate